FC(COC1=NC=CC(=N1)N1C(CCC1)C(=O)N)(F)F (2-(2,2,2-trifluoroethoxy)pyrimidin-4-yl)pyrrolidine-2-carboxamide